BrC=1C=C(C=2N(C1)C=C(N2)C2CCOCC2)OC(C)C 6-bromo-8-isopropoxy-2-(tetrahydro-2H-pyran-4-yl)imidazo[1,2-a]pyridine